BrC1=NC=CC(=C1F)NC(=O)N1CC=2C(=NN3C2C(=C[C@H](CC3)O)F)C[C@H]1C |o1:20| (3R,9S*)-N-(2-Bromo-3-fluoropyridin-4-yl)-11-fluoro-9-hydroxy-3-methyl-3,4,8,9-tetrahydro-1H-pyrido[4',3':3,4]pyrazolo[1,5-a]azepine-2(7H)-carboxamide